(R)-2-fluoro-N-(6-(1-(2-hydroxyethyl)-1H-pyrazol-4-yl)isoquinolin-1-yl)-4-(1-methyl-1H-1,2,3-triazol-4-yl)-N-(piperidin-3-yl)benzamide FC1=C(C(=O)N([C@H]2CNCCC2)C2=NC=CC3=CC(=CC=C23)C=2C=NN(C2)CCO)C=CC(=C1)C=1N=NN(C1)C